ethyl 5-(3-(((tert-butoxycarbonyl) amino) methyl) phenyl)-7-hydroxybenzofuran-3-carboxylate C(C)(C)(C)OC(=O)NCC=1C=C(C=CC1)C=1C=C(C2=C(C(=CO2)C(=O)OCC)C1)O